N1=CC(=CC=C1)NC(CCCC1=CC=C(C=C1)C1=C(C=CC=C1)OC(F)(F)F)=O N-(pyridin-3-yl)-4-(2'-(trifluoromethoxy)-[1,1'-biphenyl]-4-yl)butanamide